2-(4-Fluorophenyl)propan-2-yl (Z)-3-amino-3-cyclopropylacrylate N\C(=C/C(=O)OC(C)(C)C1=CC=C(C=C1)F)\C1CC1